2-amino-5-(2,5-dimethoxyphenyl)-4-oxo-4,5-dihydrofuran-3-yl-5-d phenylmethanesulfonate C1(=CC=CC=C1)CS(=O)(=O)OC1=C(OC(C1=O)([2H])C1=C(C=CC(=C1)OC)OC)N